[2-(2-dimethylaminoethylamino)-1,1-dimethyl-2-oxo-ethyl]Carbamic acid benzyl ester C(C1=CC=CC=C1)OC(NC(C(=O)NCCN(C)C)(C)C)=O